C[C@H]1CN(C[C@H](N1CC1CCNCC1)C)C1=C(C=C(C=C1F)NC1C(NC(CC1)=O)=O)F 3-((4-((3S,5R)-3,5-dimethyl-4-(piperidin-4-ylmethyl)piperazin-1-yl)-3,5-difluorophenyl)amino)piperidine-2,6-dione